CC1(C(C(=CC(=C1)C)C1=CC(=CC(=C1)C)C)N)N 3,5,3',5'-Tetramethylbiphenyldiamine